1-[2-cyano-4-(trifluoromethyl)phenyl]-4-[6-(1-methyl-1H-pyrrol-2-yl)pyridazin-3-yl]-N-[(3S)-1-methylpyrrolidin-3-yl]piperidine-4-carboxamide C(#N)C1=C(C=CC(=C1)C(F)(F)F)N1CCC(CC1)(C(=O)N[C@@H]1CN(CC1)C)C=1N=NC(=CC1)C=1N(C=CC1)C